(±)-tert-butyl exo-3-amino-6,6-difluoro-8-azabicyclo[3.2.1]octane-8-carboxylate NC1CC2CC(C(C1)N2C(=O)OC(C)(C)C)(F)F